COC=1N=CC2=C(N1)C(C=1C=C(C=CC12)SC(F)(F)F)=O 2-methoxy-7-((trifluoromethyl)thio)-9H-indeno[2,1-d]pyrimidin-9-one